4-(4-(N-(4-methoxybenzyl)cyclopropanesulphonamido)pyridin-2-yl)-1,2,3-oxathiazolidine-3-carboxylic acid tert-butyl ester 2-oxide C(C)(C)(C)OC(=O)N1S(OCC1C1=NC=CC(=C1)N(S(=O)(=O)C1CC1)CC1=CC=C(C=C1)OC)=O